FC1=C(C=C(C(=C1)C)C=1C=CC=2N=C(N=CC2N1)NC)NC(=O)C1=NN(C(=C1)S(=O)(=O)C)C1=CC=C(C=C1)F N-(2-fluoro-4-methyl-5-(2-(methylamino)pyrido[3,2-d]pyrimidin-6-yl)phenyl)-1-(4-fluorophenyl)-5-(methylsulfonyl)-1H-pyrazole-3-carboxamide